IC=1C(=NNC1N)C1=C(C=CC=C1)OC 4-iodo-3-(2-methoxyphenyl)-1H-pyrazol-5-amine